CC1(C2=CC=CC=C2C=2C=CC(=CC12)B1OC(C(O1)(C)C)(C)C)C 2-(9,9-dimethyl-9H-fluoren-2-yl)-4,4,5,5-tetramethyl-1,3,2-dioxaborolan